FC([C@@H](C1=CC=CC=C1)O)(F)F |r| (±)-α-(trifluoromethyl)benzyl alcohol